(S)-(3-(4'-(3-(2-(1-hydroxyethyl)-1H-imidazol-1-yl)prop-1-yn-1-yl)-[1,1'-biphenyl]-4-yl)cyclobutyl)glycine O[C@@H](C)C=1N(C=CN1)CC#CC1=CC=C(C=C1)C1=CC=C(C=C1)C1CC(C1)NCC(=O)O